OCCNC(C=1C=C(C=CC1)NC(=O)C=1N(N=C(C1)C(F)(F)F)C1=CC(=CC=C1)C#N)C1=CC=CC=C1 2-(3-Cyano-phenyl)-5-trifluoromethyl-2H-pyrazole-3-carboxylic acid {3-[(2-hydroxy-ethylamino)-phenyl-methyl]-phenyl}-amide